2,3-dihydroxypropan-2-yl-tetradecanoic acid OC(C)(CO)C(C(=O)O)CCCCCCCCCCCC